C1=CC=CC(C1)=N 5-cyclohexadi-eneimine